FC1=C(C(=CC2=CC(=CC=C12)OCCC(C)C)O)N1CC(NS1(=O)=O)=O 5-[1-fluoro-3-hydroxy-6-(3-methylbutoxy)naphthalen-2-yl]-1λ6,2,5-thiadiazolidine-1,1,3-trione